C(C(=C)C)(=O)OCCN AMINOETHYL METHACRYLATE